C(C)(C)(C)OC(=O)N1CC(CC1)CN(C(CCl)=O)[C@H](C(C)(C)C)C=1N(C=C(C1)C1=C(C=CC(=C1)F)F)CC1=CC=CC=C1 tert-butyl-3-{[{(1R)-1-[1-benzyl-4-(2,5-difluorophenyl)-1H-pyrrol-2-yl]-2,2-dimethylpropyl}(chloroacetyl)amino]methyl}-pyrrolidine-1-carboxylate